N-(3-(2-oxopyrrolidin-1-yl)propyl)-2-(m-tolyl)benzo[d]imidazo[2,1-b]thiazole O=C1N(CCC1)CCCN1C(=CN2C1SC1=C2C=CC=C1)C=1C=C(C=CC1)C